4-[(7-chloro-1,6-naphthyridin-5-yl)amino]adamantan-1-ol ClC1=NC(=C2C=CC=NC2=C1)NC1C2CC3(CC(CC1C3)C2)O